[2-(3,4-difluorophenyl)-5-(trifluoromethyl)pyrazol-3-yl]methanol FC=1C=C(C=CC1F)N1N=C(C=C1CO)C(F)(F)F